O(S(=O)(=O)C(F)(F)F)C1=CC=C2CCC(NC2=C1)=O 2-oxo-1,2,3,4-tetrahydroquinolin-7-yl triflate